4-iodo-1,1'-biphenyl IC1=CC=C(C=C1)C1=CC=CC=C1